C(CCC)OCCl butoxymethyl chloride